5-(4-cyclopropyl-6-methoxypyrimidin-5-yl)-N-(4-(1-isopropyl-4-(trifluoromethyl)-1H-imidazol-2-yl)benzyl)-N-methylthiazolo[5,4-d]pyrimidin-7-amine C1(CC1)C1=NC=NC(=C1C=1N=C(C2=C(N1)SC=N2)N(C)CC2=CC=C(C=C2)C=2N(C=C(N2)C(F)(F)F)C(C)C)OC